COCC1(CCC(CC1)CN(C1=C(C=CC=C1)[N+](=O)[O-])C)C N-((4-(methoxymethyl)-4-methylcyclohexyl)methyl)-N-methyl-2-nitroaniline